tert-butyl buta-2,3-dien-1-ylcarbamate C(C=C=C)NC(OC(C)(C)C)=O